(Z)-3-(bromo(phenyl)methylene)isobenzofuran-1(3H)-one Br\C(=C\1/OC(C2=CC=CC=C12)=O)\C1=CC=CC=C1